CC=1C(=C2C=CNC2=CC1)[N+](=O)[O-] 5-methyl-4-nitro-1H-indole